O=C1C=CN2C1CNC1=C(C2)C=CC=C1 oxo-5,10,11,11a-tetrahydro-1H-benzo[e]pyrrolo[1,2-a][1,4]diazepin